CN1N=CC(=C1)N[C@@H]1COC2=C1C=CC(=C2)C(F)(F)F (S)-1-methyl-N-(6-(trifluoromethyl)-2,3-dihydrobenzofuran-3-yl)-1H-pyrazole-4-amine